C(N)(=O)C1=CC(=C(OCC=2C3=C(SC2C(=O)O)C=CC=C3Cl)C=C1)C#N 3-((4-Carbamoyl-2-cyanophenoxy)methyl)-4-chlorobenzo[b]thiophene-2-carboxylic acid